iron-manganese-aluminum-nickel-tantalum [Ta].[Ni].[Al].[Mn].[Fe]